P(=O)(O)(O)OCC(C(C)OC=C)OP(=O)(O)O.P(O)(O)(O)=O phosphoric acid mono(1-phosphonooxymethyl-2-vinyloxypropyl)phosphate